5-(1-adamantyl)-7-prop-1-en-2-yl-pyrazolo[1,5-a]Pyrimidine-2-carboxylic acid C12(CC3CC(CC(C1)C3)C2)C2=NC=3N(C(=C2)C(=C)C)N=C(C3)C(=O)O